cuprous thiophenediformate S1C(=C(C=C1)C(=O)[O-])C(=O)[O-].[Cu+].[Cu+]